C(C)(C)(C)OC(NC1=NOC=C1)=O tert-butyl-1,2-oxazol-3-ylcarbamate